3-iodo-6-(trifluoromethyl)pyridin-2-ol IC=1C(=NC(=CC1)C(F)(F)F)O